3-(4-{3-[(trifluoromethoxy)methyl]azetidine-1-carbonyl}-1H-pyrazol-1-yl)bicyclo[1.1.1]pentane-1-carboxylic acid FC(OCC1CN(C1)C(=O)C=1C=NN(C1)C12CC(C1)(C2)C(=O)O)(F)F